(±)-1-(pyridazin-4-ylcarbamoyl)-6-azaspiro[2.5]octane-6-carboxylate N1=NC=C(C=C1)NC(=O)[C@@H]1CC12CCN(CC2)C(=O)[O-] |r|